3-(3-Methyl-2-oxo-4-(3-oxoazetidin-1-yl)-2,3-dihydro-1H-benzo[d]imidazol-1-yl)piperidine-2,6-dione CN1C(N(C2=C1C(=CC=C2)N2CC(C2)=O)C2C(NC(CC2)=O)=O)=O